5-[(Z)-2-{6-[(cyclopropylmethyl)amino]pyridin-3-yl}-2-fluorovinyl]-N-[(1S,2S)-2-hydroxycyclohexyl]-6-methylpyridin-3-carboxamide C1(CC1)CNC1=CC=C(C=N1)/C(=C/C=1C=C(C=NC1C)C(=O)N[C@@H]1[C@H](CCCC1)O)/F